(S)-quinuclidin-3-yl (7-(2-chloro-5-methoxyphenyl)-6-fluoro-3,3-dimethylchroman-4-yl)carbamate ClC1=C(C=C(C=C1)OC)C1=C(C=C2C(C(COC2=C1)(C)C)NC(O[C@@H]1CN2CCC1CC2)=O)F